Isopropyl (2S)-2-[[(4aR,6R,7aR)-6-(4-amino-2-oxo-pyrimidin-1-yl)-7,7-difluoro-2-oxo-4,4a,6,7a-tetrahydrofuro[3,2-d][1,3,2]dioxaphosphinin-2-yl]amino]propanoate NC1=NC(N(C=C1)[C@H]1C([C@@H]2OP(OC[C@H]2O1)(=O)N[C@H](C(=O)OC(C)C)C)(F)F)=O